trans-p-aminomethyl-cyclohexane NCC1CCCCC1